8-(6-Bromopyridin-3-yl)-1,4-dioxa-8-azaspiro[4.5]Decane BrC1=CC=C(C=N1)N1CCC2(OCCO2)CC1